2-cyano-5-dimethylamino-N,N-dimethyl-2,4-pentadieneamide C(#N)C(C(=O)N(C)C)=CC=CN(C)C